C(C)N1C2=CC=CC=C2C=2C=C(C=CC12)N (9-ethyl-9H-carbazol-3-yl)-amine